(2-((4,4-difluoropiperidin-1-yl)methyl)-1H-indol-6-yl)methanamine FC1(CCN(CC1)CC=1NC2=CC(=CC=C2C1)CN)F